2-(2,5-dimethoxyphenyl)-N-(4-(1-methyl-4-(trifluoromethyl)-1H-imidazol-2-yl)benzyl)-6,7-dihydro-5H-cyclopenta[d]pyrimidin-4-amine COC1=C(C=C(C=C1)OC)C=1N=C(C2=C(N1)CCC2)NCC2=CC=C(C=C2)C=2N(C=C(N2)C(F)(F)F)C